NC([C@H](C[C@H]1C(NCCC1)=O)NC(=O)C1N(CC2(CCC2)C1)C(=O)OC(C)(C)C)=O tert-butyl 7-(((S)-1-amino-1-oxo-3-((S)-2-oxopiperidin-3-yl)propan-2-yl)carbamoyl)-6-azaspiro[3.4]octane-6-carboxylate